C(C)C1(CCC2=CC=CC=C12)C 1-ethyl-1-methyl-2,3-dihydro-1H-indene